5-(3-fluoro-2-methylbenzoyl)-2,5-diazabicyclo[2.2.1]heptane-2-carboxylic acid tert-butyl ester C(C)(C)(C)OC(=O)N1C2CN(C(C1)C2)C(C2=C(C(=CC=C2)F)C)=O